1-[7-(2-oxopyrrolidin-1-yl)heptyl]pyrrolidin-2-one O=C1N(CCC1)CCCCCCCN1C(CCC1)=O